ethylidenenorbornyl alcohol C(C)=C1C2(CCC(C1)C2)O